γ-Mercaptopropyltriethoxysilan SCCC[Si](OCC)(OCC)OCC